N[C@@H]1CN(CC1)C1=C(C=NC=C1C1=NC2=C(N1C)C=CC=C2C)C=2C=CC(=C(C#N)C2)F 5-{4-[(3S)-3-aminopyrrolidin-1-yl]-5-(1,4-dimethyl-1H-1,3-benzodiazol-2-yl)pyridin-3-yl}-2-fluorobenzonitrile